methyl 4-hydroxybenzoate sodium salt [Na].OC1=CC=C(C(=O)OC)C=C1